C(=O)(O)C1=CC(=NN1C=1SC=C(N1)C(=O)O)C1=CC(=C(C=C1)F)F 2-(5-carboxy-3-(3,4-difluorophenyl)-1H-pyrazol-1-yl)thiazole-4-carboxylic acid